(4-(1-isopropyl-4-(trifluoromethyl)-1H-imidazol-2-yl)-2-((4-methoxybenzyl)oxy)phenyl)methanol C(C)(C)N1C(=NC(=C1)C(F)(F)F)C1=CC(=C(C=C1)CO)OCC1=CC=C(C=C1)OC